1-(4-(phenylsulfonyl)morpholin-2-yl)ethan-1-one C1(=CC=CC=C1)S(=O)(=O)N1CC(OCC1)C(C)=O